C1(C)=NCC=C2C3=CC=C(OC)C=C3N=C12 3H-Harmine